[Si](C)(C)(C(C)(C)C)OC1CCC(CC1)CC(C)(C)NC[C@H](O)C1=CC(=CC=C1)F (R)-2-((1-((1s,4S)-4-((tert-butyldimethylsilyl)oxy)cyclohexyl)-2-methylpropan-2-yl)amino)-1-(3-fluorophenyl)ethan-1-ol